4-(diethylamino)-1-[2-(ethoxymethyl)-1,3-oxathiolan-5-yl]-1,2-dihydropyrimidin-2-one C(C)N(C1=NC(N(C=C1)C1CSC(O1)COCC)=O)CC